N1=NC=C2N1C=C(C=C2)C=2NC1=CC=C(C=C1C2C(C)C)C2CCN(CC2)CC(=O)NC 2-(4-(2-([1,2,3]triazolo[1,5-a]pyridin-6-yl)-3-isopropyl-1H-indol-5-yl)piperidin-1-yl)-N-methylacetamide